NC1=NC=2C=C(C(=CC2C2=C1C=NN2C)C(=O)N(C=2C=NN(C2)C)C2COC1=C2C=CC(=C1)C#N)F 4-amino-N-(6-cyano-2,3-dihydrobenzofuran-3-yl)-7-fluoro-1-methyl-N-(1-methyl-1H-pyrazol-4-yl)-1H-pyrazolo[4,3-c]quinolin-8-carboxamide